C(N)(=O)C=1C(=NC(=NC1)N1C[C@H](CCC1)NC(OC(C)(C)C)=O)NC1=CN(C(C(=C1)C1=CC=CC=C1)=O)C1=CC=CC=C1 tert-Butyl (S)-(1-(5-carbamoyl-4-((6-oxo-1,5-diphenyl-1,6-dihydropyridin-3-yl)amino)pyrimidin-2-yl)piperidin-3-yl)carbamate